C(C)([2H])([2H])NC=1N=CC(=C2C=C(N=CC12)NC(=O)[C@@H]1[C@@H](C1)C)B1OC(C(O1)(C)C)(C)C (1S,2R)-N-(8-((ethyl-1,1-d2)amino)-5-(4,4,5,5-tetramethyl-1,3,2-dioxaborolan-2-yl)-2,7-naphthyridin-3-yl)-2-methylcyclopropane-1-carboxamide